2,3,4,5-tetrahydrobenzo[b][1,4]oxazepine-8-carboxylic acid methyl ester COC(=O)C=1C=CC2=C(OCCCN2)C1